trichloroacetyl chloride ClC(C(=O)Cl)(Cl)Cl